C1(=CC=C(C=C1)C1=NC(=NC(=N1)Cl)C1=CC=CC=C1)C1=CC=CC=C1 2-[(1,1'-biphenyl)-4-yl]-4-chloro-6-phenyl-1,3,5-triazine